[Cl-].[Cl-].C[SiH](C)[Hf+2](C1C=CC2=CC=CC=C12)C1C=CC2=CC=CC=C12 rac-dimethylsilylbis-indenyl hafnium dichloride